N-(5-((4-(aminomethyl)-1H-pyrazol-1-yl)methyl)-3,4-dihydro-2H-chromeno[8,7-d]isoxazol-9-yl)-2-methoxybenzenesulfonamide hydrochloride Cl.NCC=1C=NN(C1)CC1=C2CCCOC2=C2C(=NOC2=C1)NS(=O)(=O)C1=C(C=CC=C1)OC